C(C)(C)(C)OC(N[C@H]1[C@@H]2N(C[C@H]1CC2)C(=O)C2=CC1=C(N(C(=N1)C=1N(C3=CC=CC=C3C1)CC1CC1)CC1CNC1)C(=C2)F)=O ((1R,4R,7R)-2-(1-(azetidin-3-ylmethyl)-2-(1-(cyclopropylmethyl)-1H-indol-2-yl)-7-fluoro-1H-benzo[d]imidazole-5-carbonyl)-2-azabicyclo[2.2.1]hept-7-yl)carbamic acid tert-butyl ester